Cl[Na].N12C[C@H](C(CC1)CC2)OC=2C=C(C(=O)O)C=C(C2)C=2SC(=CN2)C 3-[(3S)-1-azabicyclo[2.2.2]oct-3-yloxy]-5-(5-methyl-1,3-thiazol-2-yl)benzoic acid-chlorosodium salt